C(C)OC1=NC=CC=C1C1=NC=2C(N(CC3(CCN(CC3)C3=NC=CC(=C3C(F)(F)F)OCCC)C2C=C1)C1CN(C1)CCO)=O 2-(2-ethoxypyridin-3-yl)-7-[1-(2-hydroxyethyl)azetidin-3-yl]-1'-[4-propoxy-3-(trifluoromethyl)pyridin-2-yl]spiro[6H-1,7-naphthyridine-5,4'-piperidine]-8-one